NC1=C(C=CC=C1)C=CCC 4-(2-aminophenyl)-3-butene